4-((1R,3S)-3-hydroxycyclohexylamino)-2-(tert-pentylamino)pyrimidine-5-carboxamide O[C@@H]1C[C@@H](CCC1)NC1=NC(=NC=C1C(=O)N)NC(C)(C)CC